pentamethylcyclopentadienyl(1-benzyl-5,6-dimethylindenyl)hafnium CC1=C(C(=C(C1([Hf]C=1C(C2=CC(=C(C=C2C1)C)C)CC1=CC=CC=C1)C)C)C)C